ClC1=NC=C2N(C(N(C2=N1)[C@H]1CCOC2(CC2)C1)=O)C (S)-2-Chloro-7-methyl-9-(4-oxaspiro[2.5]oct-7-yl)-7,9-dihydro-8H-purin-8-one